COC(C1=C(C=CC=C1)[C@H]1NCCC(C1)C1=CC=NS1)=O ((2S)-4-(isothiazol-5-yl)piperidin-2-yl)benzoic acid methyl ester